P(=O)(OCO[C@@H](CN(C)C)COC1=C(C=CC=C1)CCC1=CC(=CC=C1)OC)([O-])F ((((S)-1-(dimethylamino)-3-(2-(3-methoxyphenethyl) phenoxy) propan-2-yl) oxy) methyl) (R)-fluorophosphate